6-(benzyloxy)-9-methyl-6,17-bis(trifluoromethyl)-15,22-dioxa-3,4,20-triazatetracyclo[14.3.1.12,5.110,14]Docosa-1(20),2,4,10(21),11,13,16,18-octaen-19-amine C(C1=CC=CC=C1)OC1(C2=NN=C(C=3C(=CC(=C(OC4=CC=CC(C(CC1)C)=C4)N3)C(F)(F)F)N)O2)C(F)(F)F